2-(3-oxo-8-azabicyclo[3.2.1]octane-8-yl)-6-chlorobenzaldehyde O=C1CC2CCC(C1)N2C2=C(C=O)C(=CC=C2)Cl